FC12CC(C1)(C2)CNCC=2C=CC=1N(C2)C=C(N1)CN1C(C2=CN=CC(=C2C=C1)N1CC2(C1)COCCC2)=O 2-[(6-{[((3-fluorobicyclo[1.1.1]pentan-1-yl)methyl)amino]methyl}imidazo[1,2-a]pyridin-2-yl)methyl]-5-{6-oxa-2-azaspiro[3.5]nonan-2-yl}-1,2-dihydro-2,7-naphthyridin-1-one